BrC1=C(C=2C=CC(=CC2CC1)O)C1=CC=C(C=C1)O[C@@H]1CN(CC1)CCCF (S)-6-bromo-5-(4-((1-(3-fluoropropyl)pyrrolidin-3-yl)oxy)phenyl)-7,8-dihydronaphthalen-2-ol